BrC1=CC=C(C=C1)C=1C=C2C=CC=CN2C1N1C2=CC=CC=C2SC=2C=CC=CC12 10-(2-(4-bromophenyl)indolizin-3-yl)-10H-phenothiazine